1,3-dihydroxypropane tert-butyl-4-(5-fluoro-7-{2-methyl-4H,6H,7H-[1,3]oxazolo[5,4-c]pyridin-5-yl}-4-oxoquinazolin-3-yl)piperidine-1-carboxylate C(C)(C)(C)OC(=O)N1CCC(CC1)N1C=NC2=CC(=CC(=C2C1=O)F)N1CC2=C(CC1)N=C(O2)C.OCCCO